C1C(CC12CC(C2)C(=O)O)C(=O)O 2,6-spiro[3.3]heptanedicarboxylic acid